2-(1-(m-tolyl)-1H-pyrazol-3-yl)-N-(5-(trifluoromethyl)thiazol-2-yl)acetamide C1(=CC(=CC=C1)N1N=C(C=C1)CC(=O)NC=1SC(=CN1)C(F)(F)F)C